1-methyl-3-(trimethoxysilylpropyl)imidazolium iodide [I-].CN1C=[N+](C=C1)CCC[Si](OC)(OC)OC